3-cyano-2-(isopropoxymethyl)pyrazolo[1,5-a]pyrimidine-7-carboxylic acid C(#N)C=1C(=NN2C1N=CC=C2C(=O)O)COC(C)C